(R)-4-{[(4-chloro-3-methoxy-phenyl)-methyl-amino]-methyl}-4,5-dihydro-oxazol-2-ylamine ClC1=C(C=C(C=C1)N(C)C[C@H]1N=C(OC1)N)OC